tert-butyl (3R,4S)-4-(2-(4,7-difluoro-3,3-dimethyl-2-oxo-5-(trifluoromethyl)indolin-1-yl)acetamido)-3-methylpentanoate FC1=C2C(C(N(C2=C(C=C1C(F)(F)F)F)CC(=O)N[C@H]([C@@H](CC(=O)OC(C)(C)C)C)C)=O)(C)C